COC1=C(C=C(C=N1)C=1C=C(C=CC1)CC(=O)N1CCN(CC1)C1=NC=C(C=N1)C(F)(F)F)C(F)(F)F 2-(3-(6-methoxy-5-(trifluoromethyl)pyridin-3-yl)phenyl)-1-(4-(5-(Trifluoromethyl)pyrimidin-2-yl)piperazin-1-yl)ethan-1-one